COC(C1=NC(=CC=C1)NC1=NC=CC=C1)=O 6-(pyridin-2-ylamino)picolinic acid methyl ester